tert-Butyl methyl[3-methyl-4-({5-[(4-phenoxybenzoyl)amino]pyridin-2-yl}oxy)phenyl]carbamate CN(C(OC(C)(C)C)=O)C1=CC(=C(C=C1)OC1=NC=C(C=C1)NC(C1=CC=C(C=C1)OC1=CC=CC=C1)=O)C